ClC1=C(C=CC=C1)S(=O)(=O)[O-] o-chlorobenzenesulfonate